OC1=CC=C(C=C1)C(C)(C)C1=CC=C(C=C1)O 4-[2-(4-hydroxyphenyl)propan-2-yl]phenol